(S)-3,5-difluoro-N-(4-methoxybenzyl)-N-methyl-4-(7-methyl-3-(morpholin-2-ylmethyl)imidazo[1,2-a]pyridin-2-yl)benzenesulfonamide hydrochloride Cl.FC=1C=C(C=C(C1C=1N=C2N(C=CC(=C2)C)C1C[C@H]1CNCCO1)F)S(=O)(=O)N(C)CC1=CC=C(C=C1)OC